C(C1=CC=CC=C1)N(C(OC(C)(C)C)=O)C=1C2=C(N=C(N1)Cl)C=C(O2)\C=C\C tert-butyl (E)-benzyl(2-chloro-6-(prop-1-en-1-yl)furo[3,2-d]pyrimidin-4-yl)carbamate